butyl Acetylricinoleate CCCCCCC(CC=CCCCCCCCC(=O)OCCCC)OC(=O)C